N1=CC=CC=C1 Deoxypyridinol